C1(CC1)S(=O)(C)=NC=1C=C(C=CC1)C=1C2=C(N=C(N1)N1[C@H](CC1)C)C(CC2)(F)F (2S,3R)-1-[4-[3-[(cyclopropyl-methyl-oxo-λ6-sulfanylidene)amino]phenyl]-7,7-difluoro-5,6-dihydrocyclopenta[d]pyrimidin-2-yl]-2-methyl-azetidin